(R)-N-(7-(7-(1-propenylpiperidin-3-yl)-4-amino-7H-pyrrolo[2,3-d]pyrimidin-5-yl)benzo[d][1,3]dioxol-4-yl)-2-naphthamide C(=CC)N1C[C@@H](CCC1)N1C=C(C2=C1N=CN=C2N)C2=CC=C(C1=C2OCO1)NC(=O)C1=CC2=CC=CC=C2C=C1